(R)-N-(3,3-difluoro-1-(methylsulfonyl)piperidin-4-yl)-5-(4-fluoro-1-(2-fluoroethyl)-1H-benzo[d]imidazol-6-yl)-4-methoxypyrrolo[2,1-f][1,2,4]triazin-2-amine FC1(CN(CC[C@H]1NC1=NN2C(C(=N1)OC)=C(C=C2)C=2C=C(C1=C(N(C=N1)CCF)C2)F)S(=O)(=O)C)F